FCCOCCC#N 3-(2-fluoroethoxy)propionitrile